methyl 5-chloro-2-(difluoromethoxy)pyridine-3-carboxylate ClC=1C=C(C(=NC1)OC(F)F)C(=O)OC